ClC=1C(=CC(=NC1)CC(=O)NC1CN(C1)C1=CC(=C(C(=C1)F)C1C(NC(CC1)=O)=O)F)C 2-(5-chloro-4-methylpyridin-2-yl)-N-(1-(4-(2,6-dioxopiperidin-3-yl)-3,5-difluorophenyl)azetidin-3-yl)acetamide